ClC=1C=NC(=NC1)C(C(=O)OCC)C=1N(N=C(C1)C(F)(F)F)C1=CC=C(C=C1)C(F)(F)F ethyl 2-(5-chloropyrimidin-2-yl)-2-[5-(trifluoromethyl)-2-[4-(trifluoromethyl)phenyl]pyrazol-3-yl]acetate